cyclohexene-2,3-dicarboxylic acid C1=C(C(CCC1)C(=O)O)C(=O)O